ClC=1C=C(COC2=C(C=C(C=C2C)C(C)=O)C)C=CC1Cl 1-(4-((3,4-dichlorobenzyl)oxy)-3,5-dimethylphenyl)ethan-1-one